Hafnium diisobutoxide CC(C)C[O-].CC(C)C[O-].[Hf+2]